2-((1-Aminocyclohexyl)methoxy)-4-bromo-6-(methylthio)benzonitrile NC1(CCCCC1)COC1=C(C#N)C(=CC(=C1)Br)SC